2-[3-(1,4-diazacycloheptan-1-ylcarbonyl)phenyl]-2H-indazole-7-carboxamide N1(CCNCCC1)C(=O)C=1C=C(C=CC1)N1N=C2C(=CC=CC2=C1)C(=O)N